C(C)(=O)O[C@@H]1[C@H](O[C@H]([C@@H]([C@H]1OC(C)=O)OC(C)=O)OC1=C(C=C(C=C1)C=O)[N+](=O)[O-])C(=O)OC Methyl (2S,3S,4S,5R,6S)-3,4,5-triacetoxy-6-(4-formyl-2-nitro-phenoxy)tetrahydropyran-2-carboxylate